C(#N)C1=C(O)C=CC(=C1C#N)O 2,3-dicyanohydroquinone